OC(C(=O)N1[C@@H](CN([C@H](C1)C(C)C)C=1C2=C(N=CN1)N(C=C2C2=CC=CC=C2)S(=O)(=O)C2=CC=C(C)C=C2)C)(C)C 2-Hydroxy-1-((2R-5S)-5-isopropyl-2-methyl-4-(5-phenyl-7-tosyl-7H-pyrrolo[2,3-d]pyrimidin-4-yl)piperazin-1-yl)-2-methylpropan-1-one